tetrahydro-1H-pyrrolo[1,2-c][1,3]Oxazol-3-one C1C2N(C(O1)=O)CCC2